tert-Butyl 4-[({1-[6-(2-hydroxyphenyl)pyridazin-4-yl]-4-phenylpiperidin-4-yl}methyl)amino]piperidine-1-carboxylate OC1=C(C=CC=C1)C1=CC(=CN=N1)N1CCC(CC1)(C1=CC=CC=C1)CNC1CCN(CC1)C(=O)OC(C)(C)C